ClC1=CC2=C(N=CN(C2=O)CC2(CCN(CC2)C(=O)C2(CC2)C)O)N1C1=CC(=CC=C1)C1CC1 6-Chloro-7-(3-cyclopropylphenyl)-3-((4-hydroxy-1-(1-methylcyclopropanecarbonyl)piperidin-4-yl)methyl)-3H-pyrrolo[2,3-d]pyrimidin-4(7H)-one